CON(C(=O)C1=NC2=CC=CC=C2N=C1C)C N-methoxy-N,3-dimethylquinoxaline-2-carboxamide